FC(C(=O)N1[C@H](C[C@@]2(C[C@H]1C=1N=NN(C1)C)OCCC1=C2SC(=C1)C(F)(F)F)C)(F)F 2,2,2-trifluoro-1-[(2'S,6'S,7S)-2'-methyl-6'-(1-methyltriazol-4-yl)-2-(trifluoromethyl)spiro[4,5-dihydrothieno[2,3-c]pyran-7,4'-piperidine]-1'-yl]ethanone